[K+].C(#N)[Co-3](C#N)(C#N)(C#N)(C#N)C#N.[K+].[K+] hexacyanocobalt (III) Potassium